4-chloro-2-sulfanyl-benzonitrile ClC1=CC(=C(C#N)C=C1)S